5,5-Difluoroazepan-2-one FC1(CCC(NCC1)=O)F